NC=1N=NC(=CC1C=1C=NN(C1)C(C#CC1CC2(C1)CCN(CC2)C(=O)OCCCC)C)C2=C(C=CC=C2)OCOC butyl 2-[3-[4-[3-amino-6-[2-(methoxymethoxy)phenyl]pyridazin-4-yl]pyrazol-1-yl]but-1-ynyl]-7-azaspiro[3.5]nonane-7-carboxylate